Epoxybutan C1C(CC)O1